2,7-dihydroxy-9-methylfluorene OC1=CC=2C(C3=CC(=CC=C3C2C=C1)O)C